FC1=C(C(=O)NCC=2C=NC(=C(C2)F)OC)C=C(C=C1)C1=NC=CC=C1C=O 2-Fluoro-N-((5-fluoro-6-methoxypyridin-3-yl)methyl)-5-(3-formylpyridin-2-yl)benzamide